C1(CC1)C1CC(N(C1)C=1N=NC=C(C1)[C@](C1=CC=C(C=C1)C(C)C)(O)C1(CN(C1)C)C)=O 4-cyclopropyl-1-{5-[(R)-(1,3-dimethyl-azetidin-3-yl)-hydroxy-(4-isopropyl-phenyl)-methyl]-pyridazin-3-yl}-pyrrolidin-2-one